C(C)(C)(C)OC(=O)NNCC(CSC)O N'-(2-hydroxy-3-methylthio-propyl)-hydrazinecarboxylic acid tert-butyl ester